NC=1C=C(C=CC1)C1=C(C(C2=CC=CC3=C2C1=NS3(=O)=O)=O)NCC (3-aminophenyl)4-(ethylamino)-5H-naphtho[1,8-cd]isothiazol-5-one 1,1-dioxide